O.C1(C(C(C2=CC=CC=C12)=O)=O)=O 1H-indene-1,2,3-trione hydrate